1-methyl-5-[4-(hexyloxy)-1,2,5-thiadiazol-3-yl]-1-[(tridecanoyloxy)methyl]-1,2,3,6-tetrahydropyridin-1-ium chloride [Cl-].C[N+]1(CCC=C(C1)C1=NSN=C1OCCCCCC)COC(CCCCCCCCCCCC)=O